ClC=1C=C(OC2=CC=3N(C4=CC=CC=C4C3C=C2)C2=NC=CC=C2)C=CC1 2-(3-chlorophenoxy)-9-(pyridin-2-yl)-9H-carbazole